C(C)N([C@@H](CCC(=O)O)C(=O)O)C(CCCCCCCCCCCCCCC)C ethyl-(1-methyl-palmityl-glutamic acid)